4-(2,3,4-trimethoxybenzyl)-2-piperazinone COC1=C(CN2CC(NCC2)=O)C=CC(=C1OC)OC